(+)-hydrobenzoin C1=CC=C(C=C1)[C@H]([C@@H](C2=CC=CC=C2)O)O